BrC=1C=CC=2N(C1)C(=NC2)C(=O)NNC(C(F)F)=O 6-bromo-N'-(2,2-difluoroacetyl)imidazo[1,5-a]pyridin-3-carbohydrazide